NC1=CC(=NN1C1=CC(=C(O[C@H]2C[C@@H](CC2)NC(OC(C)(C)C)=O)C=C1)Br)C tert-butyl {(1R,3R)-3-[4-(5-amino-3-methyl-1H-pyrazol-1-yl)-2-bromophenoxy]cyclopentyl}carbamate